N-(3-(pyridin-4-yloxy)phenyl)-3-(quinolin-4-ylamino)benzamide N1=CC=C(C=C1)OC=1C=C(C=CC1)NC(C1=CC(=CC=C1)NC1=CC=NC2=CC=CC=C12)=O